ethylenediamine tetramethylene phosphonate sodium [Na].P1(OCCCCO1)=O.C(CN)N